N2-tert-butyl-6-cyclopropyl-7-[4-(iso-propyl)phenyl]-3,4-dihydropyrrolo[1,2-a]pyrazine-2,8(1H)-dicarboxamide C(C)(C)(C)NC(=O)N1CC=2N(CC1)C(=C(C2C(=O)N)C2=CC=C(C=C2)C(C)C)C2CC2